6-(4-chlorophenyl)-N-[(2S)-1-hydroxy-3-methoxyprop-2-yl]-3-oxo-2-(pyridin-3-yl)-2,3-dihydropyridazine-4-carboxamide ClC1=CC=C(C=C1)C=1C=C(C(N(N1)C=1C=NC=CC1)=O)C(=O)N[C@@H](CO)COC